ClC1=C(CC2=NC=CC3=C(C(=CC=C23)C)N2CN=C(C3=CC=CC=C23)NCC2=C(C=C(C=C2)OC)OC)C=CC=C1 N-(1-(2-chlorobenzyl)-6-methylisoquinolin-5-yl)-4-((2,4-dimethoxybenzyl)amino)quinazoline